CN(C(=O)C1CC2(C1)NC(OC2)=O)C2CC(C2)C2=CC=1CCCCC1C=C2 N-methyl-6-oxo-N-((1s,3S)-3-(5,6,7,8-tetrahydronaphthalen-2-yl)cyclobutyl)-7-oxa-5-azaspiro[3.4]octane-2-carboxamide